1-amino-6,7-dichloro-5-(2,6-difluorophenyl)-3H-1,4-benzodiazepin-2-one NN1C(CN=C(C2=C1C=CC(=C2Cl)Cl)C2=C(C=CC=C2F)F)=O